[Cl-].CC1=[N+](C=CC=C1)CC1=CC=CC=C1 methyl-1-(phenylmethyl)-pyridinium chloride